C(C)(C)(C)OC(=O)N1[C@@H]2CN([C@H](C1)C2)C2CC(C2)NC(=O)OCC2=CC=CC=C2.ClC=2C=CC(=C(N)C2)OC(F)F 5-chloro-2-(difluoromethoxy)aniline Tert-butyl-(1S,4S)-5-[3-(benzyloxycarbonylamino)cyclobutyl]-2,5-diazabicyclo[2.2.1]heptane-2-carboxylate